(R)-2-(1-(3-chlorophenyl)-1H-pyrazol-4-yl)-N-(3-cyclopropyl-1H-pyrazol-5-yl)butanamide ClC=1C=C(C=CC1)N1N=CC(=C1)[C@H](C(=O)NC1=CC(=NN1)C1CC1)CC